[Na].[Na].BrC1=CC=C(OC2=CC=C(C(=N2)C(F)(F)F)C(CN2N=CN=C2)(C)O)C=C1 2-[6-(4-bromophenoxy)-2-(trifluoromethyl)-3-pyridyl]-1-(1,2,4-triazol-1-yl)propan-2-ol disodium